FC(OC1CN(C1)S(=O)(=O)N1C[C@H](CCC1)C(=O)N1[C@H](CCC1)C(=O)NCC1=CC=C(C=C1)C(F)(F)F)F 1-(((3S)-1-((3-(difluoromethoxy)-1-azetidinyl)sulfonyl)-3-piperidinyl)carbonyl)-N-(4-(trifluoromethyl)benzyl)-D-prolinamide